2-[(4,5-dichloro-6-oxo-pyridazin-1-yl)methyl]-6-methyl-N-[2-(2-pyridyl)ethyl]-3H-benzimidazole-5-sulfonamide ClC=1C=NN(C(C1Cl)=O)CC=1NC2=C(N1)C=C(C(=C2)S(=O)(=O)NCCC2=NC=CC=C2)C